NC1=C(C=C(C=C1)C1CN(C1)C(=O)OC(C)(C)C)NC tert-butyl 3-[4-amino-3-(methylamino)phenyl]azetidine-1-carboxylate